Cl.C1(=CC=CC=C1)CC(=O)NC1CC(C1)N1C2=NC=NC(=C2N=C1)NC1=CC=C(C=C1)N1CCN(CC1)CCCC1CCNCC1 2-phenyl-N-((1s,3s)-3-(6-((4-(4-(3-(piperidin-4-yl)propyl)piperazin-1-yl)phenyl)Amino)-9H-purin-9-yl)cyclobutyl)acetamide hydrochloride